C(C1=CC=CC=C1)OC(=O)C1=CC2=C(C=NC=N2)N1 Pyrrolo[2,3-e]Pyrimidine-6-carboxylic acid benzyl ester